N1=CC=CC=2CN(CCC12)C#N 5,6,7,8-tetrahydro-1,6-naphthyridine-6-nitrile